COC1=C(C=C(C=C1)C)[C@]1([C@H](C1)C=1C=NC(=CC1)C)C(=O)NS(=O)(=O)C=1C=2C=CC(=NC2C=CC1)C (1S,2R)-1-(2-methoxy-5-methylphenyl)-2-(6-methylpyridin-3-yl)-N-(2-methylquinoline-5-sulfonyl)cyclopropane-1-carboxamide